ClC1=CC(=C2C=NNC2=C1)C1(C[C@H]2C([C@H]2C1)NS(=O)(=O)C1CC1)O N-((1R,3r,5S,6r)-3-(6-chloro-1H-indazol-4-yl)-3-hydroxybicyclo[3.1.0]hexan-6-yl)cyclopropanesulfonamide